FC1=CC2=C(N(C=N2)C[C@]2(C[C@@]3(CN(C(O3)=O)C3=NC=C(N=C3)C(C)(C)O)CC[C@@H]2F)C)C=C1C#N 5-Fluoro-1-(((5R,7R,8S)-8-fluoro-3-(5-(2-hydroxypropan-2-yl)pyrazin-2-yl)-7-methyl-2-oxo-1-oxa-3-azaspiro[4.5]decan-7-yl)methyl)-1H-benzo[d]imidazole-6-carbonitrile